ClC=1C=C(C=C(C1OC=1C=C2C(=CC(=NC2=CC1)C1=CC(=NC=C1)C(F)(F)F)C)Cl)N1N=C(C(NC1=O)=O)C#N 2-(3,5-Dichloro-4-((2-(2-trifluoromethylpyridin-4-yl)-4-methylquinolin-6-yl)oxy)phenyl)-3,5-dioxo-2,3,4,5-tetrahydro-1,2,4-triazine-6-carbonitrile